ethyl 2-((1R,3S,6R,8R)-2-(nitromethyl)tricyclo[4.2.1.03,8]nonan-2-yl)acetate [N+](=O)([O-])CC1([C@H]2[C@@H]3C[C@@H](CC[C@H]13)C2)CC(=O)OCC